N[C@H](CC(=O)O)CN1N=C(N=N1)C1=CC(=CC=C1)CCC1=CC=CC=C1 (R)-3-amino-4-(5-(3-phenethylphenyl)-2H-tetrazol-2-yl)butanoic acid